4-(aminomethyl)-6-(5-(dimethylamino)pyridin-3-yl)phthalazin-1(2H)-one NCC1=NNC(C2=CC=C(C=C12)C=1C=NC=C(C1)N(C)C)=O